N1(CCCC1)C(=O)C12CC3(CC(CC(C1)C3)C2)NC(=O)C2=NC=CC=C2 Pyridine-2-carboxylic acid [3-(pyrrolidine-1-carbonyl)-adamantan-1-yl]-amide